6-(3-((4-(tert-butyl)-2-methoxyphenyl)amino)prop-1-yn-1-yl)-N-((3S,4S)-1,3-dimethylpiperidin-4-yl)-1-(2,2,2-trifluoroethyl)-1H-benzo[d]imidazole-4-carboxamide C(C)(C)(C)C1=CC(=C(C=C1)NCC#CC=1C=C(C2=C(N(C=N2)CC(F)(F)F)C1)C(=O)N[C@@H]1[C@H](CN(CC1)C)C)OC